2-((cis)-3-(trifluoromethoxy)cyclobutoxy)acetic acid FC(O[C@H]1C[C@H](C1)OCC(=O)O)(F)F